C(C)(C)(C)C1=NC=C(C(=N1)OC1CCC(CC1)(F)F)C(=O)NC(C)C=CS(=O)(=O)C 2-(tert-butyl)-4-((4,4-difluorocyclohexyl)oxy)-N-(4-(methylsulfonyl)but-3-en-2-yl)pyrimidine-5-carboxamide